(dl)-3-amino-4-fluorobenzoic acid NC=1C=C(C(=O)O)C=CC1F